ethyl 2-((tert-butoxycarbonyl)amino)-4,4,4-trifluoro-3,3-dimethylbutanoate C(C)(C)(C)OC(=O)NC(C(=O)OCC)C(C(F)(F)F)(C)C